BrC1=CC(=C(C=C1F)N1C=NN(C1=O)C\C(\CNC(OC(C)(C)C)=O)=C\F)F tert-butyl (E)-(2-((4-(4-bromo-2,5-difluorophenyl)-5-oxo-4,5-dihydro-1H-1,2,4-triazol-1-yl)methyl)-3-fluoroallyl)carbamate